(2R,3R,4R,5S)-1-(((R)-1-(5-isopropylthiazol-2-yl)piperidin-3-yl)methyl)-2-methylpiperidine-3,4,5-triol C(C)(C)C1=CN=C(S1)N1C[C@H](CCC1)CN1[C@@H]([C@H]([C@@H]([C@H](C1)O)O)O)C